[Pd](Cl)Cl.C1(=CC=CC=C1)P(C1=CC=CC=C1)C1=CC=CC=C1.C1(=CC=CC=C1)P(C1=CC=CC=C1)C1=CC=CC=C1 bis-(triphenylphosphine) palladium(II) chloride